5-((imidazo[1,2-a]pyridin-6-yloxy)methyl)bicyclo[3.1.1]heptan N=1C=CN2C1C=CC(=C2)OCC21CCCC(C2)C1